2-(3-amino-9-methyl-9H-carbazol-2-yl)propan-2-ol NC=1C(=CC=2N(C3=CC=CC=C3C2C1)C)C(C)(C)O